BrC=1C=C2C=CN=C(C2=C(C1)F)Cl 6-bromo-1-chloro-8-fluoro-isoquinoline